COC1=CC=C(C=C1)N1N=CC(=N1)C12CC(C1)(C2)N 3-[2-(4-methoxyphenyl)triazol-4-yl]bicyclo[1.1.1]pentan-1-amine